NC1=NC=NN2C1=C(C=C2C=2C=C(C(=NC2)OC)C(=O)N[C@@H]2CN(C[C@@H]2F)S(=O)(=O)C(C(F)(F)F)C)C(F)(F)F 5-[4-amino-5-(trifluoromethyl)pyrrolo[2,1-f][1,2,4]triazin-7-yl]-N-[(3R,4S)-4-fluoro-1-(1,1,1-trifluoropropane-2-sulfonyl)pyrrolidin-3-yl]-2-methoxypyridine-3-carboxamide